F[C@@H]1[C@@H](C1)C(=O)NC=1N=CC2=CC(=NC=C2C1)C=1C=NC(=CC1C)[C@@](CCC)([2H])O (1S,2S)-2-fluoro-N-(7-(6-((S)-1-hydroxybutyl-1-d)-4-methylpyridin-3-yl)-2,6-naphthyridin-3-yl)cyclopropane-1-carboxamide